1,4-diaminothioureidobenzene NN(C(=S)N)C1=CC=C(C=C1)N